tert-Butyl ((S)-(7-((R)-(((1-(((benzyloxy)carbonyl)amino)cyclopropyl)methyl)amino)(cyclopropyl)methyl)imidazo[1,2-b]pyridazin-2-yl)(4,4-difluorocyclohexyl)methyl)carbamate C(C1=CC=CC=C1)OC(=O)NC1(CC1)CN[C@@H](C1=CC=2N(N=C1)C=C(N2)[C@H](C2CCC(CC2)(F)F)NC(OC(C)(C)C)=O)C2CC2